2-chloro-N-[(4-fluorophenyl)methyl]-N-(4-hydroxy-3,5-dimethyl-phenyl)acetamide ClCC(=O)N(C1=CC(=C(C(=C1)C)O)C)CC1=CC=C(C=C1)F